4-ethylphenylacetone C(C)C1=CC=C(C=C1)CC(C)=O